CC1=CC=CC(=N1)C=1NC=C(N1)C(C)N 1-(2-(6-methylpyridin-2-yl)-1H-imidazol-4-yl)ethanamine